[(5S)-5-(benzyloxycarbonylamino)-3-(cyclopropylmethylcarbamoyl)-4,5,6,7-tetrahydrobenzothiophen-2-yl]carbamate C(C1=CC=CC=C1)OC(=O)N[C@H]1CCC2=C(C(=C(S2)NC([O-])=O)C(NCC2CC2)=O)C1